(R)-2-((4-chloro-5-((difluoromethoxy)methyl)pyrimidin-2-yl)oxy)-1-fluoro-10-methyl-5,6,8,9,10,11-hexahydro-7H-pyrido[3',4':4,5]pyrrolo[2,3-f]isoquinolin-7-one ClC1=NC(=NC=C1COC(F)F)OC=1N=CC=2CCC3=C(C2C1F)NC1=C3C(NC[C@H]1C)=O